BrC1=CC(=C(C=C1Br)Br)Br 2,3,5,6-tetrabromobenzol